hexamethyleneimine carbamate hexamethyleneimine salt N1CCCCCC1.C(N)(O)=O.N1CCCCCC1